2-(aminomethyl)thiazole NCC=1SC=CN1